3-(4-Isopropoxyphenyl)propiolaldehyde C(C)(C)OC1=CC=C(C=C1)C#CC=O